ClC1=C2C=C(NC2=CC=C1Cl)C(=O)N1CC2(CCN2)CC1 (4,5-dichloro-1H-indol-2-yl)(1,6-diazaspiro[3.4]octan-6-yl)methanone